(1-fluorocyclopropyl)methyl (trans-4-((4-(4-chloro-1H-pyrazol-3-yl)-5-(trifluoromethyl)pyrimidin-2-yl)amino)cyclohexyl)(5-(2-methoxypyrimidin-5-yl)pyridin-2-yl)carbamate ClC=1C(=NNC1)C1=NC(=NC=C1C(F)(F)F)N[C@@H]1CC[C@H](CC1)N(C(OCC1(CC1)F)=O)C1=NC=C(C=C1)C=1C=NC(=NC1)OC